COC1=CC=2C3=C(NC2C=C1)CCNC3 8-methoxy-2,3,4,5-tetrahydro-1H-pyrido[4,3-b]indole